COS(=O)(=O)CC1=CC(=NO1)OCC1=CC=CC=C1 (3-(benzyloxy)isoxazol-5-yl)methanesulfonic acid methyl ester